tert-butylisobutyl-dimethoxysilane C(C)(C)(C)[Si](OC)(OC)CC(C)C